1,3,5-benzenetriol dihydrate O.O.C1(=CC(=CC(=C1)O)O)O